1-((3R,4S)-3-fluoro-4-((5-(1-(2-fluoroethyl)-1H-benzo[d][1,2,3]triazol-6-yl)-4-(methoxy-d3)pyrrolo[2,1-f][1,2,4]triazin-2-yl)amino)piperidin-1-yl)-2-hydroxyethan-1-one F[C@@H]1CN(CC[C@@H]1NC1=NN2C(C(=N1)OC([2H])([2H])[2H])=C(C=C2)C=2C=CC1=C(N(N=N1)CCF)C2)C(CO)=O